C(CCC)S(=O)C1=CC=C(C=C1)B(O)O 4-(BUTYLSULFINYL)PHENYLBORONIC ACID